2-(cyclobutylamino)-8-(4-(difluoromethoxy)phenyl)-6-(2-methyl-2H-indazol-5-yl)pyrido[4,3-d]pyrimidin-7(6H)-one C1(CCC1)NC=1N=CC=2C(N1)=C(C(N(C2)C2=CC1=CN(N=C1C=C2)C)=O)C2=CC=C(C=C2)OC(F)F